5-[1-(diethoxyphosphoryl)-2-hydroxyethyl]-1-benzothiophene-2-carboxylic acid C(C)OP(=O)(OCC)C(CO)C=1C=CC2=C(C=C(S2)C(=O)O)C1